2-cyclopropyl-5'-fluoro-2'-((4-(7-((2-oxoindolin-5-yl)methyl)-2,7-diazaspiro[4.4]nonan-2-yl)pyrimidin-5-yl)oxy)-[1,1'-biphenyl]-4-carbonitrile C1(CC1)C1=C(C=CC(=C1)C#N)C1=C(C=CC(=C1)F)OC=1C(=NC=NC1)N1CC2(CC1)CN(CC2)CC=2C=C1CC(NC1=CC2)=O